((R)-4-(2-aminooxazolo[4,5-c]pyridin-7-yl)morpholin-2-yl)(1-methyl-6-(trifluoromethyl)-3,4-dihydroisoquinolin-2(1H)-yl)methanone NC=1OC2=C(C=NC=C2N2C[C@@H](OCC2)C(=O)N2C(C3=CC=C(C=C3CC2)C(F)(F)F)C)N1